NC1=CC=C(C2=CC=CC=C12)NS(=O)(=O)C1=CC=C(C=C1)OC N-(4-aminonaphthalene-1-yl)-4-methoxybenzenesulfonamide